methyl 4-(methoxy-d3)-3-nitrobenzoate C(OC1=C(C=C(C(=O)OC)C=C1)[N+](=O)[O-])([2H])([2H])[2H]